C(C)(C)(C)[Si]1(OC[C@@H]2[C@@H](O1)[C@H]([C@@H](O2)CCCNC(CCCCCCCCCCCCCCC)=O)OC)C(C)(C)C N-{3-[(4aR,6S,7S,7aR)-2,2-di-tert-butyl-7-methoxy-tetrahydro-4H-furo[3,2-d][1,3,2]dioxasilin-6-yl]propyl}hexadecanamide